IC1=NN(C2=NC=C(C=C21)NC(OC(C)(C)C)=O)C tert-butyl (3-iodo-1-methyl-1H-pyrazolo[3,4-b]pyridin-5-yl)carbamate